ClC1=CC=C2C(=CNC2=C1C1=CN=NC=C1)S(=O)(=O)NC1=NC(=C(C(=N1)OC)OCC(F)F)OC 6-chloro-N-[5-(2,2-difluoroethoxy)-4,6-dimethoxy-pyrimidin-2-yl]-7-pyridazin-4-yl-1H-indole-3-sulfonamide